(R)-N-(2-(5-(3-aminopiperidine-1-carbonyl)-7-methoxy-1-methyl-1H-benzo[d]imidazol-2-yl)-1-(cyclopropylmethyl)-1H-pyrrolo[2,3-b]pyridin-6-yl)-N-methylbenzenesulfonamide N[C@H]1CN(CCC1)C(=O)C1=CC2=C(N(C(=N2)C2=CC=3C(=NC(=CC3)N(S(=O)(=O)C3=CC=CC=C3)C)N2CC2CC2)C)C(=C1)OC